1-(3-phenylpropyl)piperazine C1(=CC=CC=C1)CCCN1CCNCC1